C(CC=C)OC=1C=2N(N=C(C1)Cl)C=CN2 8-(but-3-en-1-yloxy)-6-chloroimidazo[1,2-b]Pyridazine